N-behenyl-2-benzothiazolyl-sulfenamide C(CCCCCCCCCCCCCCCCCCCCC)NSC=1SC2=C(N1)C=CC=C2